FC1([C@H]2OC[C@@H](O[C@@]12C)COC1=CC=C(C=C1)C=1C=C(C(NC1C(F)(F)F)=O)C(=O)N)F 5-(4-(((1R,3R,6S)-7,7-difluoro-1-methyl-2,5-dioxabicyclo[4.1.0]heptan-3-yl)methoxy)phenyl)-2-oxo-6-(trifluoromethyl)-1,2-dihydropyridine-3-carboxamide